N1N=CN=C1C1=CC=C(C=N1)OC(=O)C=1C=C2C(=NC1)NC=C2.CN2C=NC=1N=CN(C(C21)=O)CC(=O)NN 2-(7-methyl-6-oxo-6,7-dihydro-1H-purin-1-yl)acetohydrazide 6-(1H-1,2,4-triazol-5-yl)pyridin-3-yl-1H-pyrrolo[2,3-b]pyridine-5-carboxylate